[C@@H]12[C@H](C[C@@H](C=C1)C2)CO (1S,2S,4S)-Bicyclo[2.2.1]hept-5-en-2-ylmethanol